ClC1=C(C=CC(=C1)Cl)C[C@H](C[C@H]([C@H](C(C)(C)C)O)N1N=CNC1=S)C 2-[(2R,4R,5S)-1-(2,4-Dichlorophenyl)-5-hydroxy-2,6,6-trimethylheptan-4-yl]-2,4-dihydro-3H-1,2,4-triazole-3-thione